1-di-(ethoxyethyl)amino-3-methylenehept-4,6-diene C(C)OCCN(CCC(C=CC=C)=C)CCOCC